4-(1-ethoxyvinyl)-2-(thiazol-5-yl)thieno[3,2-d]pyrimidine C(C)OC(=C)C=1C2=C(N=C(N1)C1=CN=CS1)C=CS2